5-chloro-4-((2-(N-methyl-methylsulfinylamino)phenyl)amino)pyrimidine ClC=1C(=NC=NC1)NC1=C(C=CC=C1)N(C)S(=O)C